FC1=C(C(=O)NC2=NC=C(C=C2)F)C=C(C=C1F)C=1C=NC=CC1C 2,3-difluoro-N-(5-fluoropyridin-2-yl)-5-(4-methylpyridin-3-yl)benzamide